N1CCC(CC1)N1N=CC(=C1)C1=NN2C(=NC=3C=CC=CC3C2=N1)NC=1C(N=CC=CC1)=O (3R)-3-({2-[1-(piperidin-4-yl)-1H-pyrazol-4-yl][1,2,4]triazolo[1,5-c]quinazolin-5-yl}amino)azepin-2-one